C(C1=CC=CC=C1)N(C(O)=O)CCCCCCCCCO.CN1C2=NC(=NC(=C2N=C1)CNC(C=C)=O)C1=CC=C(C=C1)OC(F)(F)F N-((9-methyl-2-(4-(trifluoromethoxy)phenyl)-9H-purin-6-yl)methyl)acrylamide benzyl-(9-hydroxynonyl)carbamate